C(C)(C)CC(C(=O)O)C 3-isopropylmethylpropanoic acid